COC1(C(C(=C(C(C1OC)=O)C)CCCCCCCCCC)=O)C=CC(C)=C 2,3-dimethoxy-5-methyl-6-decylisoprenyl-benzoquinone